(S)-1-(oxetan-2-ylmethyl)-2-((6-((2-(trifluoromethyl)benzyl)oxy)-3',6'-dihydro-[2,4'-bipyridin]-1'(2'H)-yl)methyl)-1H-benzo[d]imidazole-6-carboxylic acid O1[C@@H](CC1)CN1C(=NC2=C1C=C(C=C2)C(=O)O)CN2CCC(=CC2)C2=NC(=CC=C2)OCC2=C(C=CC=C2)C(F)(F)F